1-methoxy-4-(2,2-dibromovinyl)benzene COC1=CC=C(C=C1)C=C(Br)Br